C(CC)S(=O)(=O)O.C(C1=CC=CC=C1)(=O)NC=1C=C2C(=CNC2=CC1)C=1CCN(CC1)CC(C)(C)C 5-benzoylamino-3-(1-neopentyl-1,2,3,6-tetrahydropyridin-4-yl)-1H-indole propanesulfonate